C1(=CC=CC=C1)CC(=O)OCC(C)C ISOBUTYL PHENYLACETATE